1,3-Bis-(2-(1-(tert-butyl)-2,3-bis(trimethylsilyl)-siliren-1-yl)ethyl)-1,1,3,3-tetramethyldisiloxan C(C)(C)(C)[Si]1(C(=C1[Si](C)(C)C)[Si](C)(C)C)CC[Si](O[Si](C)(C)CC[Si]1(C(=C1[Si](C)(C)C)[Si](C)(C)C)C(C)(C)C)(C)C